3-[(3R)-3-[4-(5-hydroxy-1-tetrahydropyran-2-yl-indazol-3-yl)pyrazol-1-yl]butoxy]propylmethanesulfonate OC=1C=C2C(=NN(C2=CC1)C1OCCCC1)C=1C=NN(C1)[C@@H](CCOCCCCS(=O)(=O)[O-])C